5,5'-oxybis(N-tetradecyl-2-ethyl-3-hydroxypyridin-4-one) O(C=1C(C(=C(N(C1)CCCCCCCCCCCCCC)CC)O)=O)C=1C(C(=C(N(C1)CCCCCCCCCCCCCC)CC)O)=O